C(C1=CC=CC=C1)N1CC(C(CC1)=O)C(F)(F)F 1-benzyl-3-(trifluoromethyl)piperidin-4-one